3-amino-1H-pyrazole-4-carbonitrile NC1=NNC=C1C#N